heptadecyl L-phenylalaninate N[C@@H](CC1=CC=CC=C1)C(=O)OCCCCCCCCCCCCCCCCC